tetracosapentaenoic acid CCCCCCCCCCCCCC=CC=CC=CC=CC=CC(=O)O